FC1=CC=C(C(=C1C(=O)O)C)NS(=O)(=O)CCC 6-fluoro-2-methyl-3-(propylsulfonylamino)benzoic acid